N1(N=CC=C1)C1=CC=C2C(=N1)N(C(=N2)C=2C=NC=CC2)C=2C=C1CC[C@@H](C1=CC2)N (S)-5-(5-(1H-pyrazol-1-yl)-2-(pyridin-3-yl)-3H-imidazo[4,5-b]pyridin-3-yl)-2,3-dihydro-1H-inden-1-amine